[Ti].[Mn].[Fe].[Ni].[Cu].[Na].ClC1=CC=C(C=C1)C=1N=C2N(C=CC=N2)C1C(C)O 1-[2-(4-chlorophenyl)imidazo[1,2-a]pyrimidin-3-yl]ethanol sodium-copper-nickel-iron-manganese-titanium